FC=1C(=CC2=C(C(NC=3CNCC(C23)N(C(=O)C=2NC3=CC=CC(=C3C2)C)C)=O)C1)F N-(8,9-Difluoro-6-oxo-1,2,3,4,5,6-hexahydrobenzo[c][1,7]naphthyridin-1-yl)-N,4-dimethyl-1H-indole-2-carboxamide